3-(2-methoxypyridin-4-yl)butyryl-hydrazine COC1=NC=CC(=C1)C(CC(=O)NN)C